1-{5-fluoro-2-[3-fluoro-4-(4-methyl-piperazin-1-yl)-phenylamino]-pyrimidin-4-yl}-1H-indole-3-carboxamide FC=1C(=NC(=NC1)NC1=CC(=C(C=C1)N1CCN(CC1)C)F)N1C=C(C2=CC=CC=C12)C(=O)N